N-(4-(1H-pyrazol-1-yl)benzyl)-N-(3-methoxybenzyl)-3-(2-(2-(3-methoxyphenoxy)ethoxy)ethoxy)aniline N1(N=CC=C1)C1=CC=C(CN(C2=CC(=CC=C2)OCCOCCOC2=CC(=CC=C2)OC)CC2=CC(=CC=C2)OC)C=C1